FC1=CC2=C(C(=NO2)C2CCN(CC2)CCCOC2=CC=C3CCN(C(C3=C2)=O)CO)C=C1 7-(3-(4-(6-fluoro-benzo[d]isoxazol-3-yl)piperidin-1-yl)propoxy)-2-(hydroxymethyl)-3,4-dihydroisoquinolin-1(2H)-one